[Al].[Ni].[Co] cobalt-nickel-aluminium